((2-fluoro-4-iodophenyl)amino)-1-methyl-6-oxo-4-((1-oxo-1,2,3,4-tetrahydroisoquinolin-5-yl)oxy)-1,6-dihydropyridine-3-carboxamide FC1=C(C=CC(=C1)I)NC=1N(C(C=C(C1C(=O)N)OC1=C2CCNC(C2=CC=C1)=O)=O)C